CC1CCC2C(C3C(CCC12C3)(O)C)(C)C (+/-)-3,6,8,8-tetramethyloctahydro-1H-3a,7-methanoazulen-6-ol